COC1=C(C(=CC=C1)OC)N1C(=NN=C1C=1C=NC=C(C1)C)NS(=O)(=O)[C@H]([C@H](C1=NC=C(C=N1)C)OC(C)C)C (1S,2S)-N-(4-(2,6-dimethoxyphenyl)-5-(5-methyl-3-pyridinyl)-4H-1,2,4-triazol-3-yl)-1-isopropoxy-1-(5-methyl-2-pyrimidinyl)-2-propanesulfonamide